BrC1=CC2=C(C(=C1)N1C3=CC=CC=C3C=3C=CC=CC13)C=1C(=NC=CC1)O2 7-bromo-5-(9H-carbazol-9-yl)benzofuro[2,3-b]pyridine